(S)-N-(1-Cyclopropyl-2-(3-cyclopropyl-3-hydroxyazetidin-1-yl)ethyl)-N,3,4-trimethylbenzamide C1(CC1)[C@@H](CN1CC(C1)(O)C1CC1)N(C(C1=CC(=C(C=C1)C)C)=O)C